3-Isocyanooxypropyl-triethoxysilane [N+](#[C-])OCCC[Si](OCC)(OCC)OCC